C(C)(C)(C)OC(C(=O)[O-])(C(=O)C(C)C)OC(C)(C)C.[Ti+4].C(C)(C)(C)OC(C(=O)[O-])(C(=O)C(C)C)OC(C)(C)C.C(C)(C)(C)OC(C(=O)[O-])(C(=O)C(C)C)OC(C)(C)C.C(C)(C)(C)OC(C(=O)[O-])(C(=O)C(C)C)OC(C)(C)C titanium di-t-butoxybis-methylacetoacetate